BENZOTHIOPHENE-2-SULFONAMIDE S1C(=CC2=C1C=CC=C2)S(=O)(=O)N